(Z)-N'-(tert-butyl)-4-(1,4,4,4-tetrafluoro-3-(3,4,5-trichlorophenyl)but-1-en-1-yl)-2-(trifluoromethyl)benzoyl-hydrazine C(C)(C)(C)NNC(C1=C(C=C(C=C1)/C(=C/C(C(F)(F)F)C1=CC(=C(C(=C1)Cl)Cl)Cl)/F)C(F)(F)F)=O